tert-butyl N-[2-[[6-[8-(prop-2-enoylamino)-2-naphthyl]pyridine-2-carbonyl]amino]ethyl]carbamate C(C=C)(=O)NC=1C=CC=C2C=CC(=CC12)C1=CC=CC(=N1)C(=O)NCCNC(OC(C)(C)C)=O